tert-Butyl (2-methoxy-2-(methyl-d3)-1-(4-((1-methylcyclopentyl)methoxy)phenyl)propyl-3,3,3-d3)carbamate COC(C(C1=CC=C(C=C1)OCC1(CCCC1)C)NC(OC(C)(C)C)=O)(C([2H])([2H])[2H])C([2H])([2H])[2H]